3-(4-chloro-phenyl)-4-fluoro-3-(1-hydroxymethyl-cyclopropylmethoxy)-6-(1-hydroxy-1-methyl-ethyl)-2-{4-[(triisopropylsilyl)-ethynyl]-benzyl}-2,3-dihydro-isoindol-1-one ClC1=CC=C(C=C1)C1(N(C(C2=CC(=CC(=C12)F)C(C)(C)O)=O)CC1=CC=C(C=C1)C#C[Si](C(C)C)(C(C)C)C(C)C)OCC1(CC1)CO